germanium-germanium [Ge].[Ge]